CNC(=O)C=1C(N(C=C(C1)C(=O)N[C@H]1[C@@H](C1)C)CC1=CC(=CC=C1)CN1CCOCC1)=O |r| (+/-)-N3-methyl-N5-((trans)-2-methylcyclopropyl)-1-(3-(morpholinomethyl)benzyl)-2-oxo-1,2-dihydropyridine-3,5-dicarboxamide